5-fluoro-1-((4aR,6R,7aS)-2-(2,4-difluorophenylethoxy)-2-oxotetrahydro-4H-furo[3,2-d][1,3,2]dioxaphosphorin-6-yl)pyrimidine-2,4(1H,3H)-dione FC=1C(NC(N(C1)[C@H]1C[C@@H]2OP(OC[C@H]2O1)(=O)OCCC1=C(C=C(C=C1)F)F)=O)=O